CN1C(CC1)C=1C(=C(C(=O)N)C=CC1)OC 1-methylazetidin-2-yl-methoxy-z-benzamide